CN1C(NC(C2=CC=CC=C12)=O)C=1C(=NNC1)C1=CC(=CC=C1)C1=CC=CC=C1 1-Methyl-2-[3-(3-phenylphenyl)-1H-pyrazol-4-yl]-2,3-dihydro-quinazolin-4-one